NC=1SC(=C(N1)C)C=1C=C2CN(C(C2=C(C1)C)=O)C(C)C 5-(2-amino-4-methylthiazol-5-yl)-7-methyl-2-isopropylisoindol-1-one